CC1=CC=C(CNC(=O)C2CC(CCC2C(C)C)C)C=C1 N-(4-methylbenzyl)-p-menthane-3-carboxamide